6-(4,5-Difluoro-6-hydroxypyridin-3-yl)-5-((2,4,6-trifluorobenzyl)thio)thiazolo[4,5-d]-pyrimidin-7(6H)-one FC1=C(C=NC(=C1F)O)N1C(=NC2=C(C1=O)SC=N2)SCC2=C(C=C(C=C2F)F)F